2-(3-(Methoxymethyl)cyclohexyl)quinoline-6-carboxylic acid methyl ester COC(=O)C=1C=C2C=CC(=NC2=CC1)C1CC(CCC1)COC